1-(5,6-Dibromo-2-methylpyridin-3-yl)-N,N-dimethylmethanamine BrC=1C=C(C(=NC1Br)C)CN(C)C